tert-butyl 2,5-diazaspiro[3.4]octane-5-carboxylate hemi-oxalate C(C(=O)O)(=O)O.C1NCC12N(CCC2)C(=O)OC(C)(C)C.C(C)(C)(C)OC(=O)N2C1(CNC1)CCC2